FC1=CC=C(C=C1)N1N=C(C(=C1)[C@@H]1OC(=CN1CCC1=CC=C(C=C1)OC)C)C1=CC=C(C=C1)F (2S,5S)-2-(1,3-Bis(4-fluorophenyl)-1H-pyrazol-4-yl)-3-(4-methoxyphenethyl)-5-methyloxazole